2-(difluoromethyl)butanedioic acid diethyl ester C(C)OC(C(CC(=O)OCC)C(F)F)=O